(R)-N-(4-(3-((5-(trifluoromethyl)pyrimidin-2-yl)amino)pyrrolidin-1-yl)quinazolin-7-yl)acrylamide FC(C=1C=NC(=NC1)N[C@H]1CN(CC1)C1=NC=NC2=CC(=CC=C12)NC(C=C)=O)(F)F